[3-(trifluoromethyl)phenyl]ethanone FC(C=1C=C(C=CC1)C(C)=O)(F)F